(R)-N-(1-(3-(difluoromethyl)-2-fluorophenyl)ethyl)-2-methyl-6-(piperidin-4-yl)quinolin-4-amine dihydrochloride Cl.Cl.FC(C=1C(=C(C=CC1)[C@@H](C)NC1=CC(=NC2=CC=C(C=C12)C1CCNCC1)C)F)F